(S)-N-(methyl-d3)-6-(3-methylureido)-4-((2,4,5-trimethyl-4,5-dihydro-2H-pyrazolo[4,3-c][1,7]naphthyridin-6-yl)amino)pyridazine-3-carboxamide C(NC(=O)C=1N=NC(=CC1NC1=NC=CC=2C=3C([C@@H](N(C12)C)C)=CN(N3)C)NC(=O)NC)([2H])([2H])[2H]